4-(hydroxyimino)-4-(p-tolyl)butyric acid ethyl ester C(C)OC(CCC(C1=CC=C(C=C1)C)=NO)=O